O=C1NC(CCC1N1C(C2=CC=CC(=C2C1=O)NCCCCCCC(=O)N1CCN(CC1)C1=NC=C(C(=O)N2CCC(CC2)CCCCNC(\C=C\C=2C=NC=CC2)=O)C=C1)=O)=O (E)-N-(4-(1-(6-(4-(7-((2-(2,6-dioxopiperidin-3-yl)-1,3-dioxoisoindolin-4-yl)amino)heptanoyl)piperazin-1-yl)nicotinoyl)piperidin-4-yl)butyl)-3-(pyridin-3-yl)acrylamide